2-(HYDROXYMETHYL)-6-METHYLPYRIMIDINE-4-CARBALDEHYDE OCC1=NC(=CC(=N1)C=O)C